6,7-dichloro-1-(3-cyclopropylpyridin-2-yl)pyrido[2,3-d]pyrimidine-2,4(1H,3H)-dione ClC1=CC2=C(N(C(NC2=O)=O)C2=NC=CC=C2C2CC2)N=C1Cl